F[C@H]1[C@@]2(CCC[C@](C[C@H]1OC1=CC=C(N=N1)C1=C(C=C(C=C1)C=1C=NN(C1)C)O)(N2)C)C 2-(6-(((1s,2s,3r,5r)-2-fluoro-1,5-dimethyl-9-azabicyclo[3.3.1]non-3-yl)oxy)pyridazin-3-yl)-5-(1-methyl-1H-pyrazol-4-yl)phenol